ClC1=CC(=C2C(=N1)C1(NC2=O)CCCCC1)C 2'-chloro-4'-methylspiro[cyclohexane-1,7'-pyrrolo[3,4-b]pyridin]-5'(6'H)-one